(7S)-7-phenyl-N-[(3S)-6,8-difluoro-4-oxo-3,5-dihydro-2H-1,5-benzoxazepine-3-yl]-6,7-dihydro-5H-pyrrolo[1,2-b][1,2,4]Triazole-2-carboxamide C1(=CC=CC=C1)[C@@H]1CCN2N=C(N=C21)C(=O)N[C@H]2COC1=C(NC2=O)C(=CC(=C1)F)F